C1(CC1)C([C@@H](C(=O)NC=1C=NN(C1)CC1=C(N=NC(=C1)C)OC)NC(OC(C)(C)C)=O)C1CC1 tert-butyl N-[(1S)-1-(dicyclopropylmethyl)-2-[[1-[(3-methoxy-6-methyl-pyridazin-4-yl)methyl]pyrazol-4-yl]amino]-2-oxo-ethyl]carbamate